5-(1H-pyrrol-1-yl)-2-[[(4-methoxy-3-methyl-2-pyridyl)-methyl]methyl-mercapto]benzimidazole N1(C=CC=C1)C1=CC2=C(N=C(N2)SCCC2=NC=CC(=C2C)OC)C=C1